C(C)N(C(=O)[C@@H]1CC[C@H](CO1)NC(OCC1=CC=CC=C1)=O)C Benzyl {(3R,6S)-6-[ethyl(methyl)carbamoyl]tetrahydro-2H-pyran-3-yl}carbamate